C(C1=CC=CC=C1)SC1=C(C=C(C=C1)Cl)C1(CC1)N 1-(2-benzylsulfanyl-5-chlorophenyl)cyclopropylamine